(methylcyclopentadienyl)-trimethylplatinum (IV) CC1(C=CC=C1)[Pt](C)(C)C